8-(4-(methanesulfonyl)phenyl)-6-fluoro-3,4-dihydrobenzo[e][1,2,3]oxathiazine CS(=O)(=O)C1=CC=C(C=C1)C1=CC(=CC=2CNSOC21)F